5-(1,3,4-trimethyl-1H-pyrazol-5-yl)pyridin-2-amine CN1N=C(C(=C1C=1C=CC(=NC1)N)C)C